(Z)-15-((2-(2,6-dioxopiperidin-3-yl)-1,3-dioxoisoindolin-4-yl)sulfanyl)-N-(2-(4-(1-(4-hydroxyphenyl)-2-phenylbut-1-en-1-yl)phenoxy)ethyl)-N-methylpentadecanamide O=C1NC(CCC1N1C(C2=CC=CC(=C2C1=O)SCCCCCCCCCCCCCCC(=O)N(C)CCOC1=CC=C(C=C1)\C(=C(\CC)/C1=CC=CC=C1)\C1=CC=C(C=C1)O)=O)=O